The molecule is a disaccharide derivative consisting of a beta-D-glucosyl residue glycosidically linked to a 5-aminopentyl group and which carries at O-3 a 2-O-acetyl-6-deoxy-alpha-L-talosyl residue. It is a disaccharide derivative and a glycoside. C[C@H]1[C@H]([C@H]([C@H]([C@@H](O1)O[C@H]2[C@@H]([C@H](O[C@H]([C@@H]2O)OCCCCCN)CO)O)OC(=O)C)O)O